FC(OC1=CC=C(C=C1)S(=O)(=O)N1C2CC(CC1CC2)NC(C)CCOC)F 8-((4-(Difluoromethoxy)phenyl)sulfonyl)-N-(4-methoxybutan-2-yl)-8-azabicyclo[3.2.1]octan-3-amine